(S)-4-((2-isopropoxyethyl)(4-(5,6,7,8-tetrahydro-1,8-naphthyridin-2-yl)butyl)amino)-2-(4-phenyltetrahydro-2H-pyran-4-carboxamido)butanoic acid C(C)(C)OCCN(CC[C@@H](C(=O)O)NC(=O)C1(CCOCC1)C1=CC=CC=C1)CCCCC1=NC=2NCCCC2C=C1